(S)-2-amino-6-borono-2-((1S,3R)-3-((4'-chlorobiphenyl-3-yl)methylamino)cyclobutyl)hexanoic acid N[C@@](C(=O)O)(CCCCB(O)O)C1CC(C1)NCC=1C=C(C=CC1)C1=CC=C(C=C1)Cl